6-(1,2-dihydroxyethyl)-4-(trifluoromethyl)-2,3-dihydroisoindol-1-one OC(CO)C1=CC(=C2CNC(C2=C1)=O)C(F)(F)F